C(CC)NC1=CN=CC(=N1)OC1CNCC1 3-((6-(propylamino)pyrazin-2-yl)oxy)pyrrolidin